ClC1=CC=NC2=C(N=CC=C12)C1=CC(=CC(=C1)Cl)Cl 4-chloro-8-(3,5-dichlorophenyl)-1,7-naphthyridine